tert-butoxycarbonyl-5-(6-chloropyrimidin-4-ylamino)-6-methoxyindazole C(C)(C)(C)OC(=O)C1=NNC2=CC(=C(C=C12)NC1=NC=NC(=C1)Cl)OC